N-(4-bromo-2,5-difluoro-6-iodo-3-methyl-phenyl)-1-methyl-cyclopropanecarboxamide BrC1=C(C(=C(C(=C1F)I)NC(=O)C1(CC1)C)F)C